1-[(2-methoxy-5-isothiocyanatophenyl)-carboxymethyl]-4,7,10-triscarboxy-5-methyl-1,4,7,10-tetraazacyclododecane COC1=C(C=C(C=C1)N=C=S)C(N1CCN(C(CN(CCN(CC1)C(=O)O)C(=O)O)C)C(=O)O)C(=O)O